OCC(C)(C)NC(=O)C=1C=2C[C@@H]3[C@H](C2N(N1)C1=CC(=NC=C1)Cl)C3 (1aR,5aR)-2-(2-Chloro-pyridin-4-yl)-1a,2,5,5a-tetrahydro-1H-2,3-diaza-cyclopropa[a]pentalene-4-carboxylic acid (2-hydroxy-1,1-dimethyl-ethyl)-amide